2-methoxy-N-[4-[[3-(4-methoxyphenyl)imidazo[1,2-a]pyrazin-8-yl]amino]phenyl]acetamide COCC(=O)NC1=CC=C(C=C1)NC=1C=2N(C=CN1)C(=CN2)C2=CC=C(C=C2)OC